N1C=NC(=C1)CN1CCC(CC1)C=1N=CC2=C(N1)C(=C(N2)C2=CC(=C(C=C2)OC)OC)CC 2-(1-((1H-imidazol-4-yl)methyl)piperidin-4-yl)-6-(3,4-dimethoxyphenyl)-7-ethyl-5H-pyrrolo[3,2-d]pyrimidine